O1C(OCC1)C1CCN(CC1)C=1C=CC(=NC1C)C=1C(=NC(=CC1)OCC1=CC=CC=C1)OCC1=CC=CC=C1 5-(4-(1,3-dioxolan-2-yl)piperidin-1-yl)-2',6'-bis(benzyloxy)-6-methyl-2,3'-bipyridine